ClC1=CC=C(C=C1)C1=CC(=CN=N1)C(=O)C1=CC=C(C=C1)C(F)(F)F (6-(4-Chlorophenyl)pyridazin-4-yl)(4-(trifluoromethyl)phenyl)methanone